C(C)(C)(C)OC(=O)N1C[C@@H]2COC3=C(C(N2CC1)=O)C(=NC(=C3Cl)Cl)N3[C@H](CN(CC3)C)C (R)-3,4-dichloro-1-((S)-2,4-dimethylpiperazin-1-yl)-12-oxo-6a,7,9,10-tetrahydro-12H-pyrazino[2,1-c]Pyrido[3,4-f][1,4]Oxazepine-8(6H)-carboxylic acid tert-butyl ester